NC1=NC(=NC(=C1N(C(OC)=O)C)N)C1=NN(C2=C(C=C(C=C12)F)F)CC1=C(C=CC=C1)F methyl (4,6-diamino-2-(5,7-difluoro-1-(2-fluorobenzyl)-1H-indazol-3-yl) pyrimidin-5-yl)(methyl)carbamate